CC(CC)[PH2]=O (1-Methylpropan-1-yl)phosphin oxide